NC1=NC(=C2N=CN(C2=N1)[C@H]1C[C@H](C1)COP(=O)(OC1=CC=C(C=C1)Br)N[C@@H](C)C(=O)OC)S Methyl (((cis-3-(2-amino-6-mercapto-9H-purin-9-yl)cyclobutyl)methoxy)(4-bromophenoxy)phosphoryl)-L-alaninate